(3-chloro-4-fluoro-phenyl)boronic acid ClC=1C=C(C=CC1F)B(O)O